1-(4-cyano-7-(4-isopropyl-phenyl)-2,3-dihydrobenzo-furan-5-yl)-3-cyano-1-methylurea C(#N)C1=C(C=C(C2=C1CCO2)C2=CC=C(C=C2)C(C)C)N(C(=O)NC#N)C